S1C=NC2=C1C=C(C=C2)CC(=O)O benzothiazol-6-yl-acetic acid